BrC1=C(COC2=CC=C(C=O)C=C2Cl)C=CC=C1C1=CC=CC=C1 4-(2-bromo-3-phenylbenzyloxy)-5-chloro-benzaldehyde